trisulfate trisodium salt [Na+].[Na+].[Na+].S(=O)(=O)([O-])[O-].S(=O)(=O)(O)O.S(=O)(=O)([O-])O